5-Fluoropyrrolo[2,3-b]Pyridine-3-carboxylic acid FC=1C=C2C(=NC1)NC=C2C(=O)O